diacetoxy-copper C(C)(=O)O[Cu]OC(C)=O